5-Amino-4-(3-benzyloxy-2-methyl-phenyl)-1-methyl-3-(1H-triazol-4-yl)pyrrolo[2,3-b]pyridine-6-carboxamide NC=1C(=C2C(=NC1C(=O)N)N(C=C2C=2N=NNC2)C)C2=C(C(=CC=C2)OCC2=CC=CC=C2)C